2-Chloro-1'-((3-cyclopropyl-2,4-dioxo-1,2,3,4-tetrahydroquinazolin-7-yl)methyl)-N-methyl-1',2',3',6'-tetrahydro-[3,4'-bipyridine]-6-carboxamide ClC1=NC(=CC=C1C=1CCN(CC1)CC1=CC=C2C(N(C(NC2=C1)=O)C1CC1)=O)C(=O)NC